N-(cyclopropylsulfonyl)-3-((2,6-dimethylbenzyl)amino)-4-methylbenzamide C1(CC1)S(=O)(=O)NC(C1=CC(=C(C=C1)C)NCC1=C(C=CC=C1C)C)=O